trans-1,2-cyclobutanedicarboxylate [C@@H]1([C@@H](CC1)C(=O)[O-])C(=O)[O-]